1-n-butyl-3-methylimidazolium sulfite S(=O)([O-])[O-].C(CCC)N1C=[N+](C=C1)C.C(CCC)N1C=[N+](C=C1)C